1-(pyridine-2-yl)ethanone N1=C(C=CC=C1)C(C)=O